N,N-diethyl-7-(4-(trifluoromethyl)phenoxy)-3,4-dihydroisoquinoline-2(1H)-carboxamide C(C)N(C(=O)N1CC2=CC(=CC=C2CC1)OC1=CC=C(C=C1)C(F)(F)F)CC